(R)-1-(2-(Difluoromethoxy)-4-(trifluoromethyl)phenyl)-N-(1-ethylpiperidin-3-yl)imidazo[1,5-d][1,2,4]triazin-4-amine FC(OC1=C(C=CC(=C1)C(F)(F)F)C=1C=2N(C(=NN1)N[C@H]1CN(CCC1)CC)C=NC2)F